C(CCCCCCCCCCCCCC)(=O)OCC(=O)NCC1=CC(=C(C=C1)O)OC 2-((4-hydroxy-3-methoxy-benzyl)amino)-2-oxoethyl pentadecanoate